ClC1=CC2=C(C=C3N2C(=NN(C3=O)CC(=O)NC3=NC=NC=C3)C(C)O)S1 2-(2-chloro-5-(1-hydroxyethyl)-8-oxothieno[2',3':4,5]pyrrolo[1,2-d][1,2,4]triazin-7(8H)-yl)-N-(pyrimidin-4-yl)acetamide